NCC1=NNC(C2=C(C=C(C=C12)C1=C(N(N=C1)C)C1=C(C#N)C(=CC(=C1F)Cl)OC1CC1)Cl)=O 2-[4-[4-(aminomethyl)-8-chloro-1-oxo-2H-phthalazin-6-yl]-2-methyl-pyrazol-3-yl]-4-chloro-6-(cyclopropoxy)-3-fluoro-benzonitrile